Methyl-{[5-(dichloromethyl)-4-nitro-1-phenyl-1H-pyrazol-3-yl]sulfanyl} acetat C(C)(=O)OSC1=NN(C(=C1[N+](=O)[O-])C(Cl)Cl)C1=C(C=CC=C1)C